COCCN(C1CNCC1)CCCCCC1=NC=2NCCCC2C=C1 N-(2-methoxyethyl)-N-(5-(5,6,7,8-tetrahydro-1,8-naphthyridin-2-yl)pentyl)pyrrolidin-3-amine